C1(=CC=CC=C1)NCC(=O)C1=CC=C(C=C1)C1=NOC(=N1)C(F)(F)F 2-(phenylamino)-1-(4-(5-(trifluoromethyl)-1,2,4-oxadiazol-3-yl)phenyl)ethan-1-one